perfluorocaprylic chloride FC(C(=O)Cl)(C(C(C(C(C(C(F)(F)F)(F)F)(F)F)(F)F)(F)F)(F)F)F